(S)-7,10-dibromo-9-chloro-3-methyl-5-oxo-2,3-dihydro-5H-[1,4]oxazino[2,3,4-ij]quinoline-6-carbonitrile BrC1=C(C(N2C3=C(C(=C(C=C13)Cl)Br)OC[C@@H]2C)=O)C#N